piperidinium bis(3-oxocyclohexyl)dithiocarbamate O=C1CC(CCC1)N(C([S-])=S)C1CC(CCC1)=O.[NH2+]1CCCCC1